ClC=1C=CC(=C(C1)C=1N=CN(C(C1)=O)[C@H]1CCC[C@H](C(NC=2C=NN(C2C=2C=CN=C1C2)C)=O)C)C2=CC(=CC=C2)Cl (9R,13S)-13-{4-[5-chloro-2-(3-chlorophenyl)phenyl]-6-oxo-1,6-dihydropyrimidin-1-yl}-3,9-dimethyl-3,4,7,15-tetraazatricyclo[12.3.1.02,6]Octadecan-1(18),2(6),4,14,16-pentaen-8-one